FC(OC1=CC(=C(C=C1F)N(S(=O)(=O)C1=CNC2=CC(=CC=C12)Cl)COC)F)F N-(4-difluoromethoxy-2,5-difluoro-phenyl)-6-chloro-N-(methoxymethyl)-1H-indole-3-sulfonamide